FC(C1=C(C=C(C=C1F)Br)F)(OC1=CC(=C(C(=C1)F)F)F)F 4-[difluoro-(3,4,5-trifluorophenoxy)-methyl]-1-bromo-3,5-difluorobenzene